tert-butyl 4-[1-[3-(methylamino)-3-oxo-propyl]pyrazol-3-yl]-3-oxo-piperazine-1-carboxylate CNC(CCN1N=C(C=C1)N1C(CN(CC1)C(=O)OC(C)(C)C)=O)=O